C1(CC1)N1N=CC(=CC1=O)C=1N=C2C(=NC1)N=C(S2)NC(OC(C)(C)C)=O tert-butyl (6-(1-cyclopropyl-6-oxo-1,6-dihydropyridazin-4-yl)thiazolo[4,5-b]pyrazin-2-yl)carbamate